ClC=1C(=C(C(=CC1)F)C=1C(N(N=C(C1O)C)C)=O)CCC=1C=C2C=CN(C2=CC1)C 4-[3-chloro-6-fluoro-2-[2-(1-methylindol-5-yl)ethyl]phenyl]-5-hydroxy-2,6-dimethyl-pyridazin-3-one